BrC1=CC2=C(NC(N(C2)CCNC(OC(C)(C)C)=O)=O)N=C1 tert-butyl (2-(6-bromo-2-oxo-1,4-dihydropyrido[2,3-d]pyrimidin-3(2H)-yl)ethyl)carbamate